methacrylic acid methyl-methacrylate isooctyl-acrylate C(CCCCC(C)C)OC(C=C)=O.COC(C(=C)C)=O.C(C(=C)C)(=O)O